COC1=CC=CC2=C1NC(=N2)NC(=S)NNC(=O)C2CCC(CC2)OC N-(7-methoxy-1H-benzo[d]imidazol-2-yl)-2-(4-methoxycyclohexanecarbonyl)hydrazinecarbothioamide